ClC=1N=C(C2=C(N1)SC(=C2)C)NCCCC2=CC=C(C=C2)C2=NC=C(C=C2)C(F)(F)F 2-chloro-6-methyl-N-(3-(4-(5-(trifluoromethyl)pyridin-2-yl)phenyl)propyl)thieno[2,3-d]pyrimidin-4-amine